BrC1=CC=CC(=N1)NC(=O)[C@H]1N(C[C@@H](C1)F)C(CN1N=CC2=CC(=CC=C12)C=1C=NC(=NC1)C)=O (2S,4R)-N-(6-bromopyridin-2-yl)-4-fluoro-1-(2-(5-(2-methylpyrimidin-5-yl)-1H-indazol-1-yl)acetyl)pyrrolidine-2-carboxamide